FC1=C(C=CC=C1)C=1N(C=CC1)C(=O)OC(C)(C)C tert-butyl 2-(2-fluorophenyl)pyrrole-1-carboxylate